tert-Butyl 6-methyl-1-(1-methyl-1H-indazol-5-yl)-7-oxo-3-(phenylsulfonyl)-6,7-dihydro-3H-spiro[dipyrrolo[2,3-b:3',2'-d]pyridine-8,3'-pyrrolidine]-1'-carboxylate CN1C(C2(CN(CC2)C(=O)OC(C)(C)C)C2=C3C(=NC=C21)N(C=C3C=3C=C2C=NN(C2=CC3)C)S(=O)(=O)C3=CC=CC=C3)=O